2,5-diethyltetrahydrofurandiol C(C)C1(OC(CC1O)CC)O